N-(4-chlorobenzo[d]isoxazol-3-yl)-2-fluorobenzenesulfonamide ClC1=CC=CC2=C1C(=NO2)NS(=O)(=O)C2=C(C=CC=C2)F